C1(CCC1)N(CC#N)CCCOC 2-(cyclobutyl(3-methoxypropyl)amino)acetonitrile